N1CC(CC1)C(C(=O)O)C 2-(pyrrolidin-3-yl)propionic acid